N-pyridinium [NH+]1=CC=CC=C1